IC1=CC2=C(S1)C=CC(=C2)N(C2=CC=CC=C2)C2=CC=C(C=C2)C2=CC=CC=C2 2-iodo-5-{N-(biphenyl-4-yl)-N-phenyl-amino}benzo[b]thiophene